C1(CC1)C1N(CCNC1)C1=CC(=NC=C1)C=1C(=NC(=NC1)N)NC1=CC(=CC=C1)C(F)(F)F 5-(4-(cyclopropylpiperazin-1-yl)pyridin-2-yl)-N4-(3-(trifluoromethyl)phenyl)pyrimidine-2,4-diamine